ClC=1N=NC(=CC1C1C(C1)C(F)(F)F)C1C(N=C(N=C1)OC)OC 3-chloro-6-(2,4-dimethoxy-4,5-dihydropyrimidin-5-yl)-4-(2-(trifluoromethyl)cyclopropyl)pyridazine